dipentaerythritol penta(3-mercaptopropionate) SCCC(=O)OCC(COC(CCS)=O)(COCC(COC(CCS)=O)(COC(CCS)=O)COC(CCS)=O)CO